FC1=C(C=CC(=C1)B1OC(C(O1)(C)C)(C)C)CC(=O)NC1=NOC(=C1)C(C(F)(F)F)(C)C 2-(2-Fluoro-4-(4,4,5,5-Tetramethyl-1,3,2-Dioxaborolan-2-Yl)Phenyl)-N-(5-(1,1,1-Trifluoro-2-Methylpropan-2-Yl)Isoxazol-3-Yl)Acetamide